C1CCC2=C(C=CC=C12)C1C(CC=2C(=NC(=NC2C1)S(=O)(=O)C)N1CC(N(CC1)C(=O)OC(C)(C)C)CC#C)C Tert-butyl 4-(7-indan-4-yl-6-methyl-2-methylsulfonyl-5,6,7,8-tetrahydroquinazolin-4-yl)-2-prop-2-ynyl-piperazine-1-carboxylate